C(#N)C(C)(C)C=1C=C(C(=NC1)C(=O)NC1=C(N=NC(=C1)C(F)(F)F)NC)SCC 5-(1-cyano-1-methyl-ethyl)-3-ethylsulfanyl-N-[3-(methylamino)-6-(trifluoromethyl)pyridazin-4-yl]pyridine-2-carboxamide